ClC1=CC=CC(=N1)C1=NC=CC=C1 6-chloro-2,2-bipyridine